FC1=C(C(=CC(=C1)C1=NC=CC(=N1)OC=1C=NC(=CC1)C)F)N1CCC(CC1)CC(=O)O 2-[1-[2,6-difluoro-4-[4-[(6-methyl-3-pyridinyl)oxy]pyrimidin-2-yl]phenyl]-4-piperidinyl]acetic acid